tert-Butyl (3R)-3-[(1S)-1-tert-butoxycarbonyl-5-(3-fluoro-5-methoxy-phenoxy)pentyl]pyrrolidine-1-carboxylate C(C)(C)(C)OC(=O)[C@@H](CCCCOC1=CC(=CC(=C1)OC)F)[C@@H]1CN(CC1)C(=O)OC(C)(C)C